FC=1C=C(C=CC1)CNC(=O)C1CCN(CC1)C(C)C1=CC=C(C2=CC=CC=C12)C#CC1CCNCC1 N-[(3-fluorophenyl)methyl]-1-[1-[4-[2-(4-piperidyl)ethynyl]-1-naphthyl]ethyl]piperidine-4-carboxamide